ClC=1C2=C(N=CN1)N(C(C(=C2)N2CCN(CC2)C(C)C)=O)CCCCC=C 4-chloro-8-(hex-5-en-1-yl)-6-(4-isopropylpiperazin-1-yl)pyrido[2,3-d]pyrimidin-7(8H)-one